4-(3-(2-ethyl-3-(4,4,5,5-tetramethyl-1,3,2-dioxaborolan-2-yl)phenoxy)propyl)morpholine C(C)C1=C(OCCCN2CCOCC2)C=CC=C1B1OC(C(O1)(C)C)(C)C